8-(4-(tert-butyl)phenyl)-3-ethyl-6-oxo-3,4-dihydro-2H,6H-pyrimido[2,1-b][1,3,5]thiadiazine-7-carbonitrile C(C)(C)(C)C1=CC=C(C=C1)C=1N=C2SCN(CN2C(C1C#N)=O)CC